3-chloro-N-(3-chloro-2-fluorophenyl)-4-(6-cyano-5-fluoropyridin-2-yl)benzenesulfonamide ClC=1C=C(C=CC1C1=NC(=C(C=C1)F)C#N)S(=O)(=O)NC1=C(C(=CC=C1)Cl)F